methyl 21-bromoheneicosanoate BrCCCCCCCCCCCCCCCCCCCCC(=O)OC